CNC(C(C(C)C)(C(C)C)C)=O N,2,3-trimethyl-2-(1-methylethyl)-butyramide